(S)-4-((4-(3-((2-(1-hydroxy-ethyl)-1H-imidazol-1-yl)methyl)isoxazol-5-yl)phenyl)ethynyl)benzenesulfonamide O[C@@H](C)C=1N(C=CN1)CC1=NOC(=C1)C1=CC=C(C=C1)C#CC1=CC=C(C=C1)S(=O)(=O)N